ClC1=CC=C(CNC(=O)NC2CC3(C2)CN(CC3)C3=CC(=NC=C3)C)C=C1 1-(4-chlorobenzyl)-3-((2r,4s)-6-(2-methylpyridin-4-yl)-6-azaspiro[3.4]oct-2-yl)urea